(2R)-1-{2-[4-({[(4-chlorophenyl)methyl]amino}carbonylamino)phenyl]acetyl}-4,4-difluoropyrrolidine-2-carboxamide ClC1=CC=C(C=C1)CNC(=O)NC1=CC=C(C=C1)CC(=O)N1[C@H](CC(C1)(F)F)C(=O)N